NC[C@H](COC1=CC=C(C=C1)S(=O)(=O)C1=CC(=C(C(=C1)Cl)OC[C@H](CCl)O)Cl)O (R)-1-amino-3-(4-((3,5-dichloro-4-((R)-3-chloro-2-hydroxypropoxy)phenyl)sulfonyl)phenoxy)propan-2-ol